2-[2-[(1R)-2-[4-[5-[tert-butyl(dimethyl)silyl]oxy-1-tetrahydropyran-2-yl-indazol-3-yl]pyrazol-1-yl]-1-methyl-ethoxy]ethoxy]ethanol [Si](C)(C)(C(C)(C)C)OC=1C=C2C(=NN(C2=CC1)C1OCCCC1)C=1C=NN(C1)C[C@H](OCCOCCO)C